N,N-di(2-naphthyl)-para-phenylenediamine C1=C(C=CC2=CC=CC=C12)N(C1=CC=C(C=C1)N)C1=CC2=CC=CC=C2C=C1